C(C)O[C@@H]1CC[C@@H]2N(C([C@H](C1)NC([C@H](C)NC)=O)=O)[C@@H](CC2)C=2SC=C(N2)C(C2=CC=C(C=C2)F)=O (S)-N-((3S,6S,8R,10aR)-8-ethoxy-3-(4-(4-fluorobenzoyl)thiazol-2-yl)-5-oxodecahydropyrrolo[1,2-a]azocin-6-yl)-2-(methylamino)propanamide